2-(1,3-dimethyl-1H-pyrazolo[4,3-c]pyridin-7-yl)-2-(3-(5-(5,6,7,8-tetrahydro-1,8-naphthyridin-2-yl)pentyloxy)azetidin-1-yl)acetic acid CN1N=C(C=2C=NC=C(C21)C(C(=O)O)N2CC(C2)OCCCCCC2=NC=1NCCCC1C=C2)C